C1(CC1)N1C(N(C=2C(C1=O)=C(N(C(C2C)=O)C)NC2=C(C=C(C=C2)I)F)C2=CC(=CC=C2)NC2=NC=CC=N2)=O 3-cyclopropyl-5-((2-fluoro-4-iodophenyl)amino)-6,8-dimethyl-1-(3-(pyrimidin-2-ylamino)phenyl)pyrido[4,3-d]pyrimidine-2,4,7(1H,3H,6H)-trione